6-((2S,3R)-3-methoxy-2-methylazetidin-1-yl)quinoline-4-carboxylic acid tert-butyl ester C(C)(C)(C)OC(=O)C1=CC=NC2=CC=C(C=C12)N1[C@H]([C@@H](C1)OC)C